3-iodo-6-methyl-1H-thieno[3,2-c]Pyrazole IC=1C2=C(NN1)C(=CS2)C